C[C@H]1N([C@H](C=C(C1)B1OC(C(O1)(C)C)(C)C)C)C(=O)OC(C)(C)C tert-butyl (2R,6S)-2,6-dimethyl-4-(4,4,5,5-tetramethyl-1,3,2-dioxaborolan-2-yl)-3,6-dihydropyridine-1(2H)-carboxylate